ClC=1C=C(C=NC1N1CCNCC1)C#CCCN 4-(5-chloro-6-piperazin-1-yl-3-pyridinyl)but-3-yn-1-amine